2-[(3-methoxyphenyl)thio]Thioxanthone COC=1C=C(C=CC1)SC1=CC=2C(C3=CC=CC=C3SC2C=C1)=O